ClC=1C=C(C=NC1N1N=CC=N1)NC(=O)C=1C=NN(C1C(F)(F)F)C1=C(C(=C(C=C1)F)F)F N-(5-chloro-6-(2H-1,2,3-triazol-2-yl)pyridin-3-yl)-5-(trifluoromethyl)-1-(2,3,4-trifluorophenyl)-1H-pyrazole-4-carboxamide